7-[1-(trifluoromethyl)vinyl]imidazo[1,2-a]pyridine FC(C(=C)C1=CC=2N(C=C1)C=CN2)(F)F